β-aminoethyl-γ-aminopropyltriethoxysilane NCCC(C)O[Si](OCC)(OCC)CCCN